1-(6-(7-oxa-2-azaspiro[3.5]non-2-yl)pyrimidin-4-yl)-4-(1H-1,2,3-triazol-1-yl)-1,2-dihydro-3H-pyrazol C1N(CC12CCOCC2)C2=CC(=NC=N2)N2NCC(=C2)N2N=NC=C2